ClC1=NC=CC(=N1)C(C)(F)F 2-chloro-4-(1,1-difluoroethyl)pyrimidine